N[C@@H]1C[C@@H](CC12CCN(CC2)C2=NC(=C(C=1N2C=CN1)C1=C(C(=CC=C1)Cl)Cl)C)O (2R,4R)-4-amino-8-(8-(2,3-dichlorophenyl)-7-methylimidazo[1,2-c]pyrimidin-5-yl)-8-azaspiro[4.5]decan-2-ol